8-(5,6-dichloropyridin-3-yl)-2-(2-(3-fluoro-3-methylazetidin-1-yl)-2-oxoethyl)pyrrolo[1,2-a]pyrazin-1(2H)-one ClC=1C=C(C=NC1Cl)C=1C=CN2C1C(N(C=C2)CC(=O)N2CC(C2)(C)F)=O